N-{2-[4-(4-Aminopiperidin-1-yl)-3-(3-fluoro-5-methoxyphenyl)chinolin-6-yl]-6-cyanophenyl}methylcarbamat NC1CCN(CC1)C1=C(C=NC2=CC=C(C=C12)C1=C(C(=CC=C1)C#N)CNC([O-])=O)C1=CC(=CC(=C1)OC)F